[5-chloro-1-propyl-6-(2H-1,2,3-triazol-2-yl)-1H-pyrrolo[2,3-b]pyridin-3-yl][1-(8-fluoroisoquinolin-4-yl)-5-(trifluoromethyl)-1H-pyrazol-4-yl]methanone ClC=1C=C2C(=NC1N1N=CC=N1)N(C=C2C(=O)C=2C=NN(C2C(F)(F)F)C2=CN=CC1=C(C=CC=C21)F)CCC